6-(5-carbamoyl-1H-imidazol-1-yl)-N-(6-(trifluoromethyl)pyridin-3-yl)pyridineamide C(N)(=O)C1=CN=CN1C1=CC=CC(=N1)C(=O)NC=1C=NC(=CC1)C(F)(F)F